BrC=1C=CC=C2C=C(C=NC12)C(=O)N[C@@H](C)C1=NC=CC=C1 (S)-8-bromo-N-(1-(pyridin-2-yl)ethyl)quinoline-3-carboxamide